[6-(Phenyl-9H-carbazol-3-yl)-4-dibenzofuranyl]-boronic acid C1(=CC=CC=C1)C1=CC(=CC=2C3=CC=CC=C3NC12)C1=CC=CC=2C3=C(OC21)C(=CC=C3)B(O)O